FC1=C(CC(C(=O)OC(C)(C)C)=C)C=CC=C1C=O tert-butyl 2-(2-fluoro-3-formylbenzyl)acrylate